FC=1C=C2C(N([C@@](C2=CC1)(C(=O)OC)CC=O)CC1=CC=C(C=C1)OC)=O methyl (S)-5-fluoro-2-(4-methoxybenzyl)-3-oxo-1-(2-oxoethyl)isoindoline-1-carboxylate